C1(=CC=CC=C1)P(OCCCCCCCCCC)([O-])([O-])C1=CC=CC=C1 monodecyl diPhenylphosphite